NC1=NNC2=CC=C(C(=C12)Cl)C1=C(C=C(C=C1)S(=O)(=O)N1[C@@H](CC(C1)(F)F)CO)F (S)-(1-((4-(3-amino-4-chloro-1H-indazol-5-yl)-3-fluorophenyl)sulfonyl)-4,4-difluoropyrrolidin-2-yl)methanol